amino-2-(3,5-dichloro-4-((3,3-dimethyl-2-oxo-2,3-dihydro-1H-pyrrolo[2,3-b]pyridin-5-yl)oxy)phenyl)-1,2,4-triazine-3,5(2H,4H)-dione NN1C(N(N=CC1=O)C1=CC(=C(C(=C1)Cl)OC=1C=C2C(=NC1)NC(C2(C)C)=O)Cl)=O